Cl.C(C)(C)(C)NNCC(=O)Cl t-butylaminoglycyl chloride hydrochloride